[N+](=O)([O-])C=1C(=CC2=C(OCO2)C1)C=O 6-nitrobenzo[d][1,3]dioxole-5-carbaldehyde